C(C1=CC=CC=C1)(=O)OCC(COC(C1=CC=CC=C1)=O)(C)CO 2-(hydroxymethyl)-2-methylpropane-1,3-diyl dibenzoate